O[C@H]1C[C@H](CC1)OC1=NC(=CC(=C1)C=1C=C(C=CC1C)NC(=O)N1C[C@@H](CC1)CC(F)(F)F)N1CCOCC1 (3S)-N-[3-(2-[[(1S,3R)-3-hydroxycyclopentyl]oxy]-6-(morpholin-4-yl)pyridin-4-yl)-4-methylphenyl]-3-(2,2,2-trifluoroethyl)pyrrolidine-1-carboxamide